O1C(C1)C(C(O)C1OC1)O 1,2-di(oxiran-2-yl)ethane-1,2-diol